2-{2-[(5-cyclopropyl-4-phenyl-4H-1,2,4-triazol-3-yl)sulfanyl]acetamido}-6-methyl-4,5,6,7-tetrahydro-1-benzothiophene-3-carboxamide C1(CC1)C=1N(C(=NN1)SCC(=O)NC=1SC2=C(C1C(=O)N)CCC(C2)C)C2=CC=CC=C2